5-(1-((2-aminoethyl)(ethyl)amino)ethyl)-2-fluorobenzonitrile NCCN(C(C)C=1C=CC(=C(C#N)C1)F)CC